2-(furan-2-yl)pyrimidine-4,6-diol O1C(=CC=C1)C1=NC(=CC(=N1)O)O